BrC=1C(=CC(=C(N)C1)N1C[C@@H](N([C@@H](C1)C)C)C)C 5-bromo-4-methyl-2-((3S,5R)-3,4,5-trimethylpiperazin-1-yl)aniline